OC1C(COC1)C1=C(C(N(N=C1C1=CC=C(C=C1)C(F)(F)F)C=1C=NC=CC1)=O)C(=O)N (+)-N-cis-4-Hydroxytetra-hydrofuran-3-yl-3-oxo-2-(pyridin-3-yl)-6-[4-(trifluoromethyl)phenyl]-2,3-dihydropyridazine-4-carboxamide